distearyl-glycinamide C(CCCCCCCCCCCCCCCCC)N(CC(=O)N)CCCCCCCCCCCCCCCCCC